C(C)(=O)N1[C@@H]2[C@@H](N(C[C@H]1CC2)S(=O)(=O)N2CCC(CC2)OC2=CC(=NC=C2)C(F)(F)F)C(=O)NO (1S,2R,5R)-8-acetyl-N-hydroxy-3-((4-((2-(trifluoromethyl)-pyridin-4-yl)oxy)-piperidin-1-yl)-sulfonyl)-3,8-diazabicyclo[3.2.1]-octane-2-carboxamide